C(C)(=O)OC1=C(C(=CC=C1OC)CN(C(CN1N=NC2=C1C=CC=C2)=O)C2=CC=C(C=C2)C(NC)=O)OC ((2-(1H-benzo[d][1,2,3]triazol-1-yl)-N-(4-(methylcarbamoyl) phenyl) acetamido) methyl)-2,6-dimethoxyphenyl acetate